C(C)(C)(C)OC(=O)N1CC(C1)CI.[N+](=O)([O-])C=1C=C(C=CC1NCC1CN(CCO1)C1COC1)S(=O)(=O)NC(=O)C1=NC=CC=C1 N-((3-nitro-4-(((4-(oxetan-3-yl)morpholin-2-yl)methyl)amino)phenyl)sulfonyl)pyridinecarboxamide tert-butyl-3-(iodomethyl)azetidine-1-carboxylate